(E)-2-(4-(6-(methylamino)pyridin-3-yl)but-1-en-3-yn-1-yl)benzo[d]thiazol-6-amine CNC1=CC=C(C=N1)C#C/C=C/C=1SC2=C(N1)C=CC(=C2)N